O[C@]1(CC[C@H]2[C@@H]3CCC4=CC(CCC4=C3[C@H](C[C@]12C)C1=CC=C(C=C1)N(CCCCCC(=O)O)C)=O)C#CC 6-((4-((8S,11R,13S,14S,17S)-17-hydroxy-13-methyl-3-oxo-17-(prop-1-ynyl)-2,3,6,7,8,11,12,13,14,15,16,17-dodecahydro-1H-cyclopenta[a]phenanthren-11-yl)phenyl)(methyl)amino)hexanoic acid